2-Thioxo-1-((2-((cis)-4-(trifluoromethyl)piperidin-2-yl)pyridin-3-yl)methyl)-1,2,3,5-tetrahydro-4H-pyrrolo[3,2-d]pyrimidin-4-one S=C1NC(C2=C(N1CC=1C(=NC=CC1)[C@@H]1NCC[C@@H](C1)C(F)(F)F)C=CN2)=O